NC=1N=CC(=NC1C1=CN=C(O1)C)C=1C=C(C=CC1C([2H])([2H])[2H])C(CO)(C(F)(F)F)O 2-(3-(5-amino-6-(2-methyloxazol-5-yl)pyrazin-2-yl)-4-(methyl-d3)phenyl)-3,3,3-trifluoropropane-1,2-diol